methyl 5-(5-((1,3-dimethyl-2-oxo-7-(tetrahydro-2H-pyran-4-yl)-2,3-dihydro-1H-benzo[d]imidazol-5-yl)(methyl)amino)pyrimidin-2-yl)-3-methylpicolinate CN1C(N(C2=C1C(=CC(=C2)N(C=2C=NC(=NC2)C=2C=C(C(=NC2)C(=O)OC)C)C)C2CCOCC2)C)=O